2-(2-(pyridin-3-yl)ethyl)oxazole-4-carbaldehyde N1=CC(=CC=C1)CCC=1OC=C(N1)C=O